ethyl 4-(3-amino-5-methoxyphenoxy)-3-methylbutyrate NC=1C=C(OCC(CC(=O)OCC)C)C=C(C1)OC